N1(CCCC1)CCCOC1=CC=C2C(=N1)SC(=C2)C(=O)N 6-(3-(pyrrolidin-1-yl)propoxy)thieno[2,3-b]pyridine-2-carboxamide